methyl 5-fluoro-2-((4-fluoro-2-methyl-phenyl)amino)-6-methylnicotinate FC=1C(=NC(=C(C(=O)OC)C1)NC1=C(C=C(C=C1)F)C)C